C1=C(C=CC2=CC=CC=C12)C=1C2=CC=CC=C2C(=C2C=CC(=CC12)C1=CC=C(C=C1)C1=NC2=C(N1C1=CC=CC=C1)C=CC=C2)C2=CC1=CC=CC=C1C=C2 2-(4-(9,10-di(naphthalen-2-yl)anthracen-2-yl)phenyl)-1-phenyl-1H-benzo-[D]imidazole